3-(9-((4-(aminomethyl)-3-(trifluoromethyl)phenyl)carbamoyl)-4,5-dihydrobenzo[b]thieno[2,3-d]oxepin-8-yl)-6-(propylcarbamoyl)picolinic acid NCC1=C(C=C(C=C1)NC(=O)C1=CC2=C(OCCC3=C2SC=C3)C=C1C=1C(=NC(=CC1)C(NCCC)=O)C(=O)O)C(F)(F)F